ClC1=C(C=CC2=C1C(=N[C@H](C=1N2N=C(N1)N1C(OCC1)=O)C)C1=C(C=CC=C1F)F)C(F)(F)F 3-[(4S)-7-chloro-6-(2,6-difluorophenyl)-4-methyl-8-(trifluoromethyl)-4H-[1,2,4]triazolo[1,5-a][1,4]benzodiazepine-2-Yl]oxazolidin-2-one